3-hydroxy-6-methylpyridazine-4-carboxylic acid methyl ester COC(=O)C1=C(N=NC(=C1)C)O